C1(CC(C(CC1)C(C)C)OCC1OC(OC1)C1=CC=C(C=C1)OC)C 4-(1-menthoxy-methyl)-2-(4'-methoxyphenyl)-1,3-dioxolane